(2R,4S)-N-((S)-1-(((1H-pyrrolo[3,2-c]pyridin-2-yl)methyl)amino)-1-oxopropan-2-yl)-1-(2-(methylsulfonamido)ethyl)-4-phenylpiperidine-2-carboxamide bis-trifluoroacetate FC(C(=O)O)(F)F.FC(C(=O)O)(F)F.N1C(=CC=2C=NC=CC21)CNC([C@H](C)NC(=O)[C@@H]2N(CC[C@@H](C2)C2=CC=CC=C2)CCNS(=O)(=O)C)=O